O1OOOOPP(CC=CC=CC=C1)N1C=NC=2NC=NC2C1=O pentaoxadiphosphacyclotetradecin-7-yl-1,9-dihydro-6H-purin-6-one